CC1=NC=NC2=C(C=C(C=C12)C=1C=C(C(=NC1)OC)NS(=O)(=O)C1=C(C=C(C=C1)F)F)OCCN(C=1N=CC(CN1)=NO)C 4-methyl-6-(2-methoxy-3-(2,4-difluorobenzenesulfonylamino)-5-pyridyl)-8-(N-methyl-N-(5-hydroximino-2-pyrimidinyl)-2-aminoethoxy)quinazoline